[2H]C(=O)C[C@H](O)[C@H](O)CO deoxy-1-deuterio-D-erythro-pentose